(4-((6-amino-2-butoxy-8-methoxy-9H-purin-9-yl)methyl)-3-methoxyphenyl)-methanol NC1=C2N=C(N(C2=NC(=N1)OCCCC)CC1=C(C=C(C=C1)CO)OC)OC